FC=1C(=CC2=CC=CC=C2C1)C1=NN2C(CN(CC2)C(=O)OC(C)(C)C)=C1C1=CC=NC=C1 tert-butyl 2-(3-fluoronaphthalen-2-yl)-3-(pyridin-4-yl)-6,7-dihydropyrazolo[1,5-a]pyrazine-5(4H)-carboxylate